5-[(S)- or (R)-1-(2-Fluoro-6-methyl-phenyl)-azepan-4-yl]-2-methyl-7-(2-trifluoromethylbenzyl)-2,4,5,7-tetrahydro-pyrazolo[3,4-d]pyrimidin-6-one FC1=C(C(=CC=C1)C)N1CC[C@H](CCC1)N1C(N(C=2C(C1)=CN(N2)C)CC2=C(C=CC=C2)C(F)(F)F)=O |o1:11|